4-benzyl 1-tert-butyl (2R)-2-{1-[(tert-butyldimethylsilyl)-oxy]ethyl}piperazine-1,4-dicarboxylate [Si](C)(C)(C(C)(C)C)OC(C)[C@@H]1N(CCN(C1)C(=O)OCC1=CC=CC=C1)C(=O)OC(C)(C)C